[4-[[6-Methoxy-7-[3-(4-morpholinyl)propoxy]-4-quinazolinyl]amino]phenyl]benzamide COC=1C=C2C(=NC=NC2=CC1OCCCN1CCOCC1)NC1=CC=C(C=C1)C1=C(C(=O)N)C=CC=C1